C(#N)C1=C(SC2=C1C(=NC=C2F)C=2C1=C(C=3C=NC(=NC3C2F)N2CC(C(C2)COC)N(C)C)COC1)NC(OC(C)(C)C)=O tert-Butyl (3-cyano-4-(3-(3-(dimethylamino)-4-(methoxymethyl)pyrrolidin-1-yl)-5-fluoro-7,9-dihydrofuro[3,4-f]quinazolin-6-yl)-7-fluorothieno[3,2-c]pyridin-2-yl)carbamate